FC1=CC=C(C=C1)C1(CCN(CC1)C1=NC(=CN=C1)C1=C(C=CC=C1)F)O 4-(4-fluorophenyl)-1-(6-(2-fluorophenyl)pyrazin-2-yl)piperidin-4-ol